C1(CCCCCCCC=CCCCCCCC1)=O CYCLOHEPTADEC-9-EN-1-ONE